CN1CC(N(CCC1)CCCNC1=NC(=NC=C1C(F)(F)F)NC=1C(=NN(C1)C1CN(CC1)C)C)=O 4-methyl-1-(3-((2-((3-methyl-1-(1-methylpyrrolidin-3-yl)-1H-pyrazol-4-yl)amino)-5-(trifluoromethyl)pyrimidin-4-yl)amino)propyl)-1,4-diazepan-2-one